(S)-tert-butyl 4-(7-chloro-8-fluoro-2-(((2R,7aS)-2-fluorohexahydro-1H-pyrrolizin-7a-yl)methoxy)pyrido[4,3-d]pyrimidin-4-yl)-2-(cyanomethyl)piperazine-1-carboxylate ClC1=C(C=2N=C(N=C(C2C=N1)N1C[C@@H](N(CC1)C(=O)OC(C)(C)C)CC#N)OC[C@]12CCCN2C[C@@H](C1)F)F